(R)-2-(amino(4-((1-methylcyclopentyl)methoxy)phenyl)methyl)propan-1,1,1,3,3,3-d6-2-ol N[C@@H](C(C([2H])([2H])[2H])(C([2H])([2H])[2H])O)C1=CC=C(C=C1)OCC1(CCCC1)C